9-(pyridin-4-yl)-8-(trimethylsilyl)-2,3,4,7-tetrahydro-1H-pyrrolo[2,3-c][2,6]naphthyridine N1=CC=C(C=C1)C1=C(NC=2N=CC=3CCNCC3C21)[Si](C)(C)C